C(#N)N1[C@@H](CCC1)C(=O)N(C)C=1SC=C(N1)C1=NC(=CC=C1)OC(C)C (S)-1-cyano-N-(4-(6-isopropoxypyridin-2-yl)thiazol-2-yl)-N-methyl-pyrrolidine-2-carboxamide